C(C)O[Si](CCCCS(=O)([O-])=S)(OCC)OCC 3-triethoxysilyl-1-propylmethanethiosulfonate